methylene-6-((5-isopropyl-1-(3-morpholinyl)-2-methylpropylimidazol-4-yl)methylene)piperazine-2,5-dione C=C1C(NC(C(N1)=O)=CC=1N=C(NC1C(C)C)C(C(C)C)C1NCCOC1)=O